BrC=1C=C(C(=O)N/N=C(\C)/C2=CC3=CC=CC=C3C=C2)C=CC1 (E)-3-bromo-N'-(1-(naphthalen-2-yl)ethylidene)benzohydrazide